1,4-dipropyl succinate C(CCC(=O)OCCC)(=O)OCCC